1-Benzyl 2-methyl (2S,4R)-4-((methylsulfonyl)oxy)pyrrolidine-1,2-dicarboxylate CS(=O)(=O)O[C@@H]1C[C@H](N(C1)C(=O)OCC1=CC=CC=C1)C(=O)OC